3-Amino-3-(3-hydroxy-phenyl)propanoic acid NC(CC(=O)O)C1=CC(=CC=C1)O